(4-(6-(6-(2-(ethyl (isopropyl) carbamoyl)-4-fluorophenoxy)-1,2,4-triazin-5-yl)-2,6-diazaspiro[3.4]octan-2-yl)-2-hydroxy-5-methylhexyl) carbamate C(N)(OCC(CC(C(C)C)N1CC2(C1)CN(CC2)C=2N=CN=NC2OC2=C(C=C(C=C2)F)C(N(C(C)C)CC)=O)O)=O